(R)-1-(2-Fluoropyridin-4-yl)-3-methylpiperazine FC1=NC=CC(=C1)N1C[C@H](NCC1)C